(S)-7-((6,7-dihydro-5H-cyclopenta[c]pyridin-5-yl)oxy)-8-methylchroman-4-one C1=NC=CC2=C1CC[C@@H]2OC2=CC=C1C(CCOC1=C2C)=O